triethyl-(4-vinylbenzyl)ammonium chloride [Cl-].C(C)[N+](CC1=CC=C(C=C1)C=C)(CC)CC